ClC(C(F)F)(C(F)(F)F)F 2-chloro-1,1,2,3,3,3-hexafluoropropane